OC[C@@]1(O)[C@@H](O)[C@H](O)[C@@H](O)CO1 beta-L-sorbose